Cl.C(CCCCCCCCCCCCC)N(CCCCCCCCCCCCCC)CC(F)(F)F N,N-ditetradecyl-2,2,2-trifluoroethylamine hydrochloride